1-ethyl-4-hydroxy-3-n-propyl-5-isopropyl-pyrazole C(C)N1N=C(C(=C1C(C)C)O)CCC